Ethyltrifluoropropionat C(C)C(C(=O)[O-])C(F)(F)F